C(C)(C)(C)OC(NC=1SC2=C(N1)C=CC(=C2)NC2=NC(=CC=C2)F)=O.FC2=CC=CC(=N2)NC2=CC1=C(N=C(S1)N)C=C2 N6-(6-fluoro-2-pyridyl)-1,3-benzothiazole-2,6-diamine tert-butyl-N-[6-[(6-fluoro-2-pyridyl)amino]-1,3-benzothiazol-2-yl]carbamate